[Si](C)(C)(C(C)(C)C)OC[C@H]1N(C[C@@H](C1)OS(=O)(=O)C)C(=O)OC(C)(C)C tert-butyl (2S,4R)-2-(((tert-butyldimethylsilyl)oxy)methyl)-4-((methylsulfonyl)oxy)pyrrolidine-1-carboxylate